2-(2-fluoro-4-(methylsulfonyl)styryl)oxazole FC1=C(C=CC=2OC=CN2)C=CC(=C1)S(=O)(=O)C